NC1=NC=C(C2=C1C=NN2C2OCCCC2)NC(=O)C(=O)N(CC2=NC=CC=C2)CC2=C(C=CC=C2)Cl N-(4-amino-1-tetrahydropyran-2-yl-pyrazolo[4,3-c]pyridin-7-yl)-N'-[(2-chlorophenyl)methyl]-N'-(2-pyridylmethyl)oxamide